C(C)OC(C(C(=O)[O-])(OCC)OCC)(C(=O)[O-])OCC tetraethoxysuccinate